C(C)(C)(C)NC(C=C)=O N-tert-butyl-acrylamide